5-chloro-2-methyl-N-((1r,4r)-4-((3-(5-(oxazol-5-yl)pyridin-3-yl)-2-oxo-2,3-dihydro-1H-benzo[d]imidazol-1-yl)methyl)cyclohexyl)nicotinamide ClC=1C=NC(=C(C(=O)NC2CCC(CC2)CN2C(N(C3=C2C=CC=C3)C=3C=NC=C(C3)C3=CN=CO3)=O)C1)C